ClC1=CC=C2C(=N1)N=C(O2)N2CCN(CC2)C(=O)C=2C=NC(=C(C2)C)C=2N=NN(C2)CC(C)(C)C [4-(5-chlorooxazolo[4,5-b]pyridin-2-yl)piperazin-1-yl]-[6-[1-(2,2-dimethylpropyl)triazol-4-yl]-5-methyl-3-pyridyl]methanone